4-[(6-cyano-3-nitroquinolin-4-yl)amino]-3,3-difluoropyrrolidine-1-carboxylic acid tert-butyl ester C(C)(C)(C)OC(=O)N1CC(C(C1)NC1=C(C=NC2=CC=C(C=C12)C#N)[N+](=O)[O-])(F)F